1-{2-[2-(2-{2-[(2S)-5-(tert-butoxy)-2-[2-(2,5-dioxopyrrol-1-yl)acetamido]-5-oxopentanamido]acetamido}acetamido)acetamido]acetamido}-3,6,9,12,15,18,21,24-octaoxaheptacosan-27-oic acid C(C)(C)(C)OC(CC[C@@H](C(=O)NCC(=O)NCC(=O)NCC(=O)NCC(=O)NCCOCCOCCOCCOCCOCCOCCOCCOCCC(=O)O)NC(CN1C(C=CC1=O)=O)=O)=O